(2R,3R)-2-(2,4-difluorophenyl)-3-(((S)-4-(pyridin-4-yl)butan-2-yl)disulfanyl)-1-(1H-1,2,4-triazol-1-yl)butan-2-ol FC1=C(C=CC(=C1)F)[C@@](CN1N=CN=C1)([C@@H](C)SS[C@@H](C)CCC1=CC=NC=C1)O